C(OCCS)COCCS 2,2'-(1,2-ethylenedioxy)bis-ethanethiol